FC=1C=NC(=C(C(=O)N(C)C(C)C2=CC(=CC=C2)F)C1)OC 5-fluoro-N-(1-(3-fluorophenyl)ethyl)-2-methoxy-N-methylnicotinamide